tert-butyl (2R)-2-[[(3-chloropyridin-2-yl)oxy]methyl]-4,4-dimethylpyrrolidine-1-carboxylate ClC=1C(=NC=CC1)OC[C@@H]1N(CC(C1)(C)C)C(=O)OC(C)(C)C